methyl-1H-indole-3-carboxylate COC(=O)C1=CNC2=CC=CC=C12